C(CCCCCCCCC)OC(CCCCCCCCCCC\C=C/CCO)OCCCCCCCCCC (3Z)-16,16-didecyloxy-3-hexadecen-1-ol